FC1=C2C=C(N(C2=CC=C1)C(=O)OC(C)(C)C)CO tert-butyl 4-fluoro-2-(hydroxymethyl)-1H-indole-1-carboxylate